(S)-3-(2-((tert-butoxycarbonyl)amino)-2-carboxyethoxy)-4-nitropyridine 1-oxide C(C)(C)(C)OC(=O)N[C@@H](COC=1C=[N+](C=CC1[N+](=O)[O-])[O-])C(=O)O